3-[5-[1-[4-[[6-benzyloxy-8-fluoro-7-(1,1,4-trioxo-1,2,5-thiadiazolidin-2-yl)-2-naphthyl]oxy]-2,2-dimethyl-butyl]-4-piperidyl]-3-methyl-2-oxo-benzimidazol-1-yl]piperidine-2,6-dione C(C1=CC=CC=C1)OC=1C=C2C=CC(=CC2=C(C1N1S(NC(C1)=O)(=O)=O)F)OCCC(CN1CCC(CC1)C1=CC2=C(N(C(N2C)=O)C2C(NC(CC2)=O)=O)C=C1)(C)C